C(C1=CC=CC=C1)OC(=O)NC(C(=O)N[C@H](C(=O)OC)C[C@H]1C(NCCC1)=O)CC1C(C1)(C)C (2S)-methyl 2-(2-(((benzyloxy)carbonyl)amino)-3-(2,2-dimethylcyclopropyl)propanamido)-3-((S)-2-oxopiperidin-3-yl)propanoate